O1CCC(CC1)CN 1-(oxan-4-yl)meth-anamine